N,N-bis(stearoyl-oxy-ethyl)-N-methyl-amine C(CCCCCCCCCCCCCCCCC)(=O)OCCN(C)CCOC(CCCCCCCCCCCCCCCCC)=O